[N+](=O)([O-])C=1C=C2C=NNC2=CC1N1CCC(CC1)C(C)(C)O 2-(1-(5-nitro-1H-indazol-6-yl)piperidine-4-yl)propan-2-ol